C(CCCCCCCC)NC1CC(CCC1)N N-nonylcyclohexane-1,3-diamine